1-(1-oxo-5-((4-(5,6,7,8-tetrahydrobenzo[4,5]thieno[2,3-d]pyrimidin-4-yl)piperidin-1-yl)methyl)isoindolin-2-yl)dihydropyrimidine-2,4(1H,3H)-dione O=C1N(CC2=CC(=CC=C12)CN1CCC(CC1)C=1C2=C(N=CN1)SC1=C2CCCC1)N1C(NC(CC1)=O)=O